CN([C@@H](CC(C)C)C(=O)O)C(C(F)(F)F)C1=CC(=C(C=C1)C1=C(C=CC=C1)O)F Methyl-(2,2,2-trifluoro-1-(2-fluoro-2'-hydroxy-[1,1'-biphenyl]-4-yl)ethyl)-L-leucine